OC1=C(C=CC=C1)NS(=O)(=O)C1=CC2=C(OC3=C2C=C(C=C3)S(=O)(=O)NC3=C(C=CC=C3)O)C=C1 N2,N8-bis(2-hydroxyphenyl)dibenzo[b,d]furan-2,8-disulfonamide